4-((1s,4s)-4-(methylsulfonyloxy)cyclohexyl)piperazine-1-carboxylic acid tert-butyl ester C(C)(C)(C)OC(=O)N1CCN(CC1)C1CCC(CC1)OS(=O)(=O)C